Cl.FC=1C=2N(C=C(C1)C1=CC=C3C=C(C=NC3=N1)N([C@H]1CNCC1)C)C=C(N2)C 7-{8-fluoro-2-methylimidazo[1,2-a]pyridin-6-yl}-N-methyl-N-[(3R)-pyrrolidin-3-yl]-1,8-naphthyridin-3-amine hydrochloride